(2S)-2-[(3R)-1-tert-Butoxycarbonylpyrrolidin-3-yl]-3-[3-[(2-fluoro-3-methoxy-phenyl)carbamoylamino]phenyl]propanoic acid C(C)(C)(C)OC(=O)N1C[C@H](CC1)[C@@H](C(=O)O)CC1=CC(=CC=C1)NC(NC1=C(C(=CC=C1)OC)F)=O